2,2-(4,4'-dihydroxydiphenyl)propane CC(C)(C1=CC=C(C=C1)O)C2=CC=C(C=C2)O